C(=C)[C@H]1N(CCOC1)C(=O)OC(C)(C)C tert-butyl (3R)-3-vinylmorpholine-4-carboxylate